Cl.ClC1=C(C(=CC=C1Cl)F)C1(CNCC1)NC=1C=C2C(N(C=NC2=C(C1)F)C1=NNC=C1)=O 6-{[3-(2,3-dichloro-6-fluorophenyl)pyrrolidin-3-yl]amino}-8-fluoro-3-(1H-pyrazol-3-yl)quinazolin-4-one hydrochloride